C(C(C)C)(=O)OC1=C(C=NC2=C(C(=CC=C2)Cl)Cl)C=C(C=C1OC(C(C)C)=O)Br N-(2,3-bis(isobutyryloxy)-5-bromobenzylidene)-2,3-dichlorobenzenamine